CC1=CC=CC1 1-methylcyclopentadiene